FC1=C(C(=CC=C1)I)CC#N 2-(2-fluoro-6-iodophenyl)acetonitrile